Cl.N[C@H](CC(=O)O)C(=O)OC(C)(C)C (R)-3-amino-4-(tert-butoxy)-4-oxobutanoic acid hydrochloride